9-((3r,5s,6r)-5-amino-6-(2,5-difluorophenyl)tetrahydro-2H-pyran-3-yl)-4-trifluoromethyl-6-methyl-7,8,9,10-tetrahydropyrido[4',3':3,4]pyrazolo[1,5-a]pyrimidine N[C@H]1C[C@H](CO[C@@H]1C1=C(C=CC(=C1)F)F)N1CC2=C(N(N3C2=NC=CC3C(F)(F)F)C)CC1